C1(=CC=CC=C1)C1=NC2=CC=CC=C2C(N1CC1CCN(CC1)C1=C(C=CC=C1)C1=NN=NN1)=O 2-phenyl-3-[[1-[2-(1H-tetrazol-5-yl)phenyl]-4-piperidyl]methyl]quinazolin-4-one